tert-butyl-[1-[2-(2,4-dimethyloxazol-5-yl)phenyl]vinyloxy]-dimethyl-silane C(C)(C)(C)[Si](C)(C)OC(=C)C1=C(C=CC=C1)C1=C(N=C(O1)C)C